tert-butyl (R)-(1-(methoxy(methyl)amino)-1-oxopropan-2-yl)(methyl-d3)carbamate CON(C([C@@H](C)N(C(OC(C)(C)C)=O)C([2H])([2H])[2H])=O)C